[N+](=O)([O-])C1=C(C=CC=C1)C(C)O 1-(2-nitrophenyl)ethanol